[O-2].[Mn+3].[O-2].[O-2].[Mn+3] Manganese(III) oxide